OC(C(=O)NCCCN1CCOCC1)(CCC1=C(C(C(=C(C1=O)C)C)=O)C)C 2-hydroxy-2-methyl-N-(3-morpholinopropyl)-4-(2,4,5-trimethyl-3,6-dioxocyclohexa-1,4-dienyl)butanamide